FC(C(C(=O)N1OCC[C@H]1C=1C=NC(=C(C1)F)C)(C)C)F 3,3-difluoro-1-[(3S)-3-(5-fluoro-6-methylpyridin-3-yl)-1,2-oxazolidin-2-yl]-2,2-dimethylpropan-1-one